N-(5-(4-(2-hydroxypropan-2-yl)-2-azabicyclo[2.1.1]hexan-2-yl)-2-(trifluoromethyl)pyridin-3-yl)-6-(1-methyl-1H-pyrazol-4-yl)picolinamide OC(C)(C)C12CN(C(C1)C2)C=2C=C(C(=NC2)C(F)(F)F)NC(C2=NC(=CC=C2)C=2C=NN(C2)C)=O